(R)-4-(4-(1-(5-(aminomethyl)-2-methylbenzamido)ethyl)quinolin-2-yl)-N,N,1-trimethyl-1H-pyrrole-2-carboxamide NCC=1C=CC(=C(C(=O)N[C@H](C)C2=CC(=NC3=CC=CC=C23)C=2C=C(N(C2)C)C(=O)N(C)C)C1)C